[3-(2-chloro-5-fluorophenyl)-1-oxo-2,3-dihydro-1H-pyrrolo[4,3-H]isoquinolin-4-yl]-5-fluoro-3-(trifluoromethyl)benzamide ClC1=C(C=C(C=C1)F)C1NC(C2=C1C(=CC=1C=CN=CC21)C2=C(C(=O)N)C=C(C=C2C(F)(F)F)F)=O